2-((4-chloro-5-methyl-1-(tetrahydro-2H-pyran-2-yl)-1H-pyrazol-3-yl)methyl)-6-((1-(tetrahydro-2H-pyran-2-yl)-1H-pyrazol-3-yl)thio)phthalazin-1(2H)-one ClC=1C(=NN(C1C)C1OCCCC1)CN1C(C2=CC=C(C=C2C=N1)SC1=NN(C=C1)C1OCCCC1)=O